C(C)N1C(=NC2=C1C=C(C=C2)C#N)C=2C(=NC=NC2)C 1-Ethyl-2-(4-methylpyrimidin-5-yl)-1H-benzo[d]imidazole-6-carbonitrile